hydroxyl-ethylidenediphosphine OPC(C)P